COC1=CC=C(CN(S(=O)(=O)[C@@H](C[C@@H]2OCCC2)CCC=C)CC2=CC=C(C=C2)OC)C=C1 (2R)-N,N-BIS(4-METHOXYBENZYL)-1-((2R)-TETRAHYDRO-2-FURANYL)-5-HEXENE-2-SULFONAMIDE